6-(6-(4-((2-(2,6-dioxopiperidin-3-yl)benzyl)(methyl)amino)piperidin-1-yl)pyridin-3-yl)-1-isopropyl-N-((6-methyl-2-oxo-4-propyl-1,2-dihydropyridin-3-yl)methyl)-1H-indazole-4-carboxamide O=C1NC(CCC1C1=C(CN(C2CCN(CC2)C2=CC=C(C=N2)C=2C=C(C=3C=NN(C3C2)C(C)C)C(=O)NCC=2C(NC(=CC2CCC)C)=O)C)C=CC=C1)=O